2-((1-cyclopropyl-1H-pyrazol-3-yl)methyl)-6-((1-methyl-1H-pyrazol-4-yl)sulfonyl)phthalazin-1(2H)-one C1(CC1)N1N=C(C=C1)CN1C(C2=CC=C(C=C2C=N1)S(=O)(=O)C=1C=NN(C1)C)=O